C(NC(C=C)=O)NC(C=C)=O N,N'-Methylenbisacrylamide